5-bromo-2-methyl-1H-imidazole BrC1=CN=C(N1)C